1,2-dimethyl-3-methoxypiperidine CN1C(C(CCC1)OC)C